D-erythritol 1-phosphate P(=O)(O)(O)OC[C@H](O)[C@H](O)CO